C1(CC1)C=1C=CC2=C(C(=NO2)NS(=O)(=O)C2=C(C=CC(=C2)CC)OC)C1 N-(5-Cyclopropylbenzo[d]isoxazol-3-yl)-5-ethyl-2-methoxybenzenesulfonamide